BrCCCCCCCCCC=C 11-Bromoundecene